octanesulfonamid C(CCCCCCC)S(=O)(=O)N